COC(=O)C1CC=C(CC1)C=1C=C2C(=NC(=NC2=CC1OC)C)N[C@H](C)C=1SC=C(C1)C1=C(C=CC=C1CN(C)C)Cl 4-(4-(((R)-1-(4-(2-chloro-6-((dimethylamino)methyl)phenyl)thiophen-2-yl)ethyl)amino)-7-Methoxy-2-methylquinazolin-6-yl)cyclohex-3-ene-1-carboxylic acid methyl ester